ClC=1C=C2C(N(C(=NC2=C(C1)C(C)NC1=C(C(=O)O)C=C(C=C1)F)C=1C=NN(C1)C)C)=O 2-((1-(6-chloro-3-methyl-2-(1-methyl-1H-pyrazol-4-yl)-4-oxo-3,4-dihydroquinazolin-8-yl)ethyl)amino)-5-fluorobenzoic acid